C(C)C1=NN(C=C1C=1C=C(C(=O)OC)C=C(C1)F)C methyl 3-(3-ethyl-1-methyl-pyrazol-4-yl)-5-fluoro-benzoate